C1(CC1)C=1C=CC=2N(C1)C=C(N2)C2CCC=1N2C=C(N1)C(=O)NCC1=C(C(=CC=C1N1N=NN=C1)OC)F 5-(6-cyclopropylimidazo[1,2-a]pyridin-2-yl)-N-(2-fluoro-3-methoxy-6-(1H-tetrazol-1-yl)benzyl)-6,7-dihydro-5H-pyrrolo[1,2-a]imidazole-2-carboxamide